ClC=1C=C(C=C2C(=C(C=NC12)C#N)NCC(C)(C)C)N[C@H](C=1N=NN(C1)C1(CC1)C(F)(F)F)C1=C2C=CNC(C2=CC=C1)=O (S)-8-chloro-4-(neopentylamino)-6-(((1-oxo-1,2-dihydroisoquinolin-5-yl)(1-(1-(trifluoromethyl)cyclopropyl)-1H-1,2,3-triazol-4-yl)methyl)amino)quinoline-3-carbonitrile